6-(2-methylimidazo[1,2-a]pyridin-7-yl)-5-[1-(2,2,3,3-tetrafluoropropyl)-1H-pyrazol-4-yl]pyridine-2-carbonitrile CC=1N=C2N(C=CC(=C2)C2=C(C=CC(=N2)C#N)C=2C=NN(C2)CC(C(F)F)(F)F)C1